C(C)(C)(C)OC=1C=C2CC[C@@H]([C@@H](C2=CC1)C1=CC(=C(C=C1OC)N1CCC2(CC(C2)C(OC)OC)CC1)F)C1=CC=CC=C1 7-[4-[(1S,2S)-6-tert-butoxy-2-phenyl-tetralin-1-yl]-2-fluoro-5-methoxy-phenyl]-2-(dimethoxymethyl)-7-azaspiro[3.5]nonane